C(C1=CC=CC=C1)(=O)\C(\CNS(=O)(=O)C1=CC=C(C)C=C1)=C\C1=CC(=CC=C1)Cl (E)-N-(2-benzoyl-3-m-chlorophenyl-allyl)-4-toluenesulfonamide